{2-[(2-{(1R,4R,5R,8R)-8-(tetrahydro-2H-pyran-2-yloxy)-2,6-dioxabicyclo[3.3.0]oct-4-yloxy}-6-chloro-5-(6-fluoro-3-pyridyl)-3H-1,3,4-triazainden-3-yl)methoxy]ethyl}tris(methyl)silane O1C(CCCC1)O[C@@H]1CO[C@@H]2[C@@H](CO[C@H]12)OC1=NC2=CC(=C(N=C2N1COCC[Si](C)(C)C)C=1C=NC(=CC1)F)Cl